2-Methyl-2-[4-[[[[4-methyl-2-[4-(trifluoromethyl)phenyl]-5-thiazolyl]carbonyl]amino]methyl]phenoxy]propanoic Acid CC(C(=O)O)(C)OC1=CC=C(C=C1)CNC(=O)C1=C(N=C(S1)C1=CC=C(C=C1)C(F)(F)F)C